(4-azidophenyl) disulfide N(=[N+]=[N-])C1=CC=C(C=C1)SSC1=CC=C(C=C1)N=[N+]=[N-]